C(CC(=O)N[C@@H](CCC(=O)N)C(=O)O)[C@@H](C(=O)O)N The molecule is a dipeptide obtained by formal condensation of the gamma-carboxy group of glutamic acid with the amino group of glutamine It has a role as a human metabolite. It derives from a L-glutamic acid and a L-glutamine. It is a conjugate acid of a gamma-Glu-Gln(1-).